1-(4-Acetylphenyl)-3a-hydroxy-1H,2H,3H,3aH,4H-pyrrolo[2,3-b]1,7-naphthyridine-4-one C(C)(=O)C1=CC=C(C=C1)N1CCC2(C1=NC1=CN=CC=C1C2=O)O